CN1CCC(CC1)NC(=O)C=1C=C(C=C(C1)C(=O)O)C(=O)O 5-[(1-methyl-4-piperidyl)carbamoyl]benzene-1,3-dicarboxylic acid